ethylene glycol di(4-mercaptobutyrate) SCCCC(=O)OCCOC(CCCS)=O